2-((S)-4-(7-(2,3-dimethylphenyl)-2-(((S)-1-methylpyrrolidin-2-yl)methoxy)-5,6,7,8-tetrahydropyrido[3,4-d]pyrimidin-4-yl)-1-((E)-4,4,4-trifluorobut-2-enoyl)piperazin-2-yl)acetonitrile CC1=C(C=CC=C1C)N1CC=2N=C(N=C(C2CC1)N1C[C@@H](N(CC1)C(\C=C\C(F)(F)F)=O)CC#N)OC[C@H]1N(CCC1)C